dimethyl (6-(6-azaspiro[2.5]octan-6-yl)-5-((6-((2R)-2-methyl-4-morpholinyl)-2-pyridinyl)carbamoyl)-2-pyridinyl)(fluoro)propanedioate C1CC12CCN(CC2)C2=C(C=CC(=N2)C(C(=O)OC)(C(=O)OC)F)C(NC2=NC(=CC=C2)N2C[C@H](OCC2)C)=O